CC(/C=C/C(C(=O)O)NC(C1=CC=C(C=C1)N1C=NN=C1)=O)(C)C (E)-5,5-dimethyl-2-[p-(4H-1,2,4-triazol-4-yl)benzoylamino]-3-hexenoic acid